C1(CC1)C=1C(=NSC1C(=O)OCC)C1=CC=CC2=CN(N=C12)C ethyl 4-cyclopropyl-3-(2-methyl-2H-indazol-7-yl)isothiazole-5-carboxylate